methyl (R)-3-(2-chloro-N-(4-methoxybenzyl)acetamido)-2-hydroxypropanoate ClCC(=O)N(CC1=CC=C(C=C1)OC)C[C@H](C(=O)OC)O